Xylitol Sebacate C(CCCCCCCCC(=O)O)(=O)O.C([C@H](O)[C@@H](O)[C@H](O)CO)O